Cl.N[C@H]1C=C(C[C@@H]1F)C(=O)O (3S,4S)-3-Amino-4-fluorocyclopent-1-enecarboxylic acid hydrochloric acid salt